CN1N=CC(=C1C)C#CC1=C(C=NC=C1)NC(C)=O N-[4-((1,5-dimethyl-1H-pyrazol-4-yl)ethynyl)pyridin-3-yl]acetamide